S1C(=NC2=C1C=CC=C2)C=2C(OC=1C(C2)=CC=2C(CCN3CCC(C1C23)(C)C)(C)C)=O 10-(2-benzothiazolyl)-2,3,6,7-tetrahydro-1,1,7,7-tetramethyl-1H,5H,11H-[1]benzopyrano[6,7,8-ij]quinolizin-11-one